N-(1-(1-(2-(azetidin-1-yl)pyrimidin-5-yl)ethyl)-1H-pyrazol-4-yl)-6-(trimethyl-stannyl)pyrazine-2-carboxamide N1(CCC1)C1=NC=C(C=N1)C(C)N1N=CC(=C1)NC(=O)C1=NC(=CN=C1)[Sn](C)(C)C